N1(C=CC2=CC=CC=C12)CC(=O)ON=C(C)C1=CC=CC=C1 acetophenone O-(2-(1H-indol-1-yl)acetyl) oxime